CC1=CC(N(C=C1C)C(C(=O)O)CC(C)C)=O 2-(4,5-dimethyl-2-oxopyridin-1(2H)-yl)-4-methylpentanoic acid